methyl-N,N-bis(stearoyloxyethyl)-N-(2-hydroxyethyl)ammonium C[N+](CCO)(CCOC(CCCCCCCCCCCCCCCCC)=O)CCOC(CCCCCCCCCCCCCCCCC)=O